C(C)(=O)OCC(CC1=C(N(C2=CC=C(C=C12)Br)CC)C=1C(=NC=C(C1)O)[C@H](C)OC)(C)C (S)-3-(5-bromo-1-ethyl-2-(5-hydroxy-2-(1-methoxyethyl)pyridin-3-yl)-1H-indol-3-yl)-2,2-dimethylpropyl acetate